Cl.ClC=1C=C(C=C2CCN([C@H](C12)C)C(=O)[C@H]1CNCCO1)F ((S)-8-chloro-6-fluoro-1-methyl-3,4-dihydroisoquinolin-2(1H)-yl)((R)-morpholin-2-yl)methanone hydrochloride salt